phenethyl caffeinate CN1C=NC2=C1C(=O)N(C(=O)N2C)CC(=O)OCCC3=CC=CC=C3